C(C)N1N=C(C=C1B(O)O)C(F)(F)F (1-ethyl-3-(trifluoromethyl)-1H-pyrazol-5-yl)boronic acid